C(C)(C)(C)OC(=O)N1N=C(C=C1)OC(C1C(C1(C)C)(C)C)([2H])[2H] 3-[dideuterio-(2,2,3,3-tetramethylcyclopropyl)methoxy]pyrazole-1-carboxylic acid tert-butyl ester